C1(CC1)S(=O)(=O)NC=1SC=C(N1)C1(CC1)NC(=O)C1=NC=C(C=C1)N1C=NC(=C1)C N-(1-(2-(cyclopropanesulphonylamino)thiazol-4-yl)cyclopropyl)-5-(4-methyl-1H-imidazol-1-yl)pyridinecarboxamide